(S)-2-ethoxy-3-(4-(4-((methylsulfonyl)oxy)phenethoxy)phenyl)propanoic acid C(C)O[C@H](C(=O)O)CC1=CC=C(C=C1)OCCC1=CC=C(C=C1)OS(=O)(=O)C